3-fluoro-5-(4-((8-fluoro-2-methyl-3-oxo-3,4-dihydroquinoxalin-6-yl)methyl)piperazin-1-yl)-N-methylpicolinamide FC=1C(=NC=C(C1)N1CCN(CC1)CC=1C=C2NC(C(=NC2=C(C1)F)C)=O)C(=O)NC